(-)-5-[3-[3-[[2-fluoro-4-(trifluoromethyl)phenyl]methoxy]azetidin-1-yl]-3-oxo-propyl]-5-methyl-pyrrolidin-2-one FC1=C(C=CC(=C1)C(F)(F)F)COC1CN(C1)C(CCC1(CCC(N1)=O)C)=O